N-(4-(1-cyclopropyl-1H-pyrazol-4-yl)-5-((1-isopropyl-1H-pyrazol-4-yl)ethynyl)pyridin-2-yl)-2-(1-(cyclopropylsulfonyl)-1H-pyrazol-4-yl)pyrimidin-4-amine C1(CC1)N1N=CC(=C1)C1=CC(=NC=C1C#CC=1C=NN(C1)C(C)C)NC1=NC(=NC=C1)C=1C=NN(C1)S(=O)(=O)C1CC1